C1(=CC=CC=C1)N(C1=C(C=CC=C1N(C1=CC=C(C=C1)N(C1=CC=CC=C1)C1=CC=CC=C1)C1=CC=CC=C1)C1=CC=CC=C1)C1=CC=C(C=C1)N(C1=CC=CC=C1)C1=CC=CC=C1 N,N'-diphenyl-N,N'-bis[4-(N,N-diphenyl-amino)phenyl]biphenyldiamine